1,5-diazabicyclo(4.3.0)-5-nonene N12CCCN=C2CCC1